(R)-2-(2-(benzyloxy)ethyl)oxapropane C(C1=CC=CC=C1)OCC[C@H](O)C